NC1=CC(=NN1)O[C@@H]1CN(CC1)CC(=O)NC=1C=CC=C2C(=CNC12)C1=NC(=NC=C1C)NC1=NN(C(=C1)C)C (S)-2-(3-((5-amino-1H-pyrazol-3-yl)oxy)pyrrolidin-1-yl)-N-(3-(2-((1,5-dimethyl-1H-pyrazol-3-yl)amino)-5-methylpyrimidin-4-yl)-1H-indol-7-yl)acetamide